3,4-dicyanobromobenzene C(#N)C=1C=C(C=CC1C#N)Br